C(C1=CC=CC=C1)OC1=C(C=CC(=C1F)F)B(O)O (2-(benzyloxy)-3,4-difluorophenyl)boronic acid